C(C)N(C1=C(C(=NC=N1)NC[C@]1([C@@H](CN(CC1)CC(=O)N)O)O)F)CC1CCC(CC1)C(F)(F)F |o1:11,12| 2-((3R*,4R*)-4-(((6-(ethyl(((1r,4R)-4-(trifluoromethyl)cyclohexyl)methyl)amino)-5-fluoropyrimidin-4-yl)amino)methyl)-3,4-dihydroxypiperidin-1-yl)acetamide